hydroxyethyl-dimethylammonium lactate C(C(O)C)(=O)[O-].OCC[NH+](C)C